OP(O)OP(O)O.C(C)(C)(C)C1=C(C=CC(=C1)C(C)(C)C)C1=CC=C(C=C1)C1=CC=CC=C1 (2,4-di-t-butylphenyl)-4,4'-biphenyl diphosphite